(2E)-3-[(2R)-1-methyltetrahydro-1H-pyrrol-2-yl]-N-[4-(4,4,5,5-tetramethyl-1,3,2-dioxaborolan-2-yl)phenyl]prop-2-enamide CN1[C@H](CCC1)/C=C/C(=O)NC1=CC=C(C=C1)B1OC(C(O1)(C)C)(C)C